4-amino-2-butoxy-7-((6-(pyrrolidin-1-ylmethyl)pyridin-3-yl)methyl)-5H-pyrrolo[3,2-d]pyrimidine-6-carbonitrile NC=1C2=C(N=C(N1)OCCCC)C(=C(N2)C#N)CC=2C=NC(=CC2)CN2CCCC2